CC=1OC(=C(N1)C)C1=CC=C(C=C1)C1CN(C1)C(=O)N1C[C@@H]2[C@@H](OCC(N2)=O)CC1 (4aR,8aS)-6-[3-[4-(2,4-Dimethyloxazol-5-yl)phenyl]azetidine-1-carbonyl]-4,4a,5,7,8,8a-hexahydropyrido[4,3-b][1,4]oxazin-3-one